FC(C(=O)O)(F)F.N1=CC(=CC2=CC=CC=C12)C=1C=C2N(N1)CCC21CNC1 2'-(quinolin-3-yl)-5',6'-dihydrospiro-[azetidine-3,4'-pyrrolo[1,2-b]pyrazole] trifluoroacetate